COC(=O)C1=CC2=C(S1)C=CC=C2Br 4-Bromobenzo[b]thiophene-2-carboxylic acid methyl ester